(13R)-13-methyl-19-(oxan-2-yl)-9-oxo-8,14-dioxa-10,19,20-triazatetracyclo[13.5.2.12,6.018,21]tricosa-1(20),2,4,6(23),15,17,21-heptaene-5-carbonitrile C[C@@H]1CCNC(OCC=2C(=CC=C(C3=NN(C4=CC=C(O1)C=C34)C3OCCCC3)C2)C#N)=O